dibenzyl-lysine C(C1=CC=CC=C1)N([C@@H](CCCCN)C(=O)O)CC1=CC=CC=C1